CON(C(=O)C1=CC=CC=2CCOC21)C N-methoxy-N-methyl-2,3-dihydrobenzofuran-7-carboxamide